FC(=CC1=C(C=CC=C1)Br)F 1-(2,2-difluorovinyl)-2-bromobenzene